bis(pentamethylcyclopentadienyl)ruthenium CC1=C(C(=C(C1(C)[Ru]C1(C(=C(C(=C1C)C)C)C)C)C)C)C